C[Si](C)(C)[NH-].C[Si](C)(C)[NH-].[Gd+2] gadolinium bis(trimethylsilylamide)